ClC1=CC(=C2C(=N1)C(=NN2C)C)Cl 5,7-dichloro-1,3-dimethyl-1H-pyrazolo[4,3-b]pyridine